CN1N=C(C(=C1)CC=O)C 2-(1,3-dimethyl-1H-pyrazol-4-yl)acetaldehyde